(R)-N-(3-(1-((2-amino-5-chloropyridin-3-yl)oxy)ethyl)-phenyl)-2-chloro-3-methylbenzamide NC1=NC=C(C=C1O[C@H](C)C=1C=C(C=CC1)NC(C1=C(C(=CC=C1)C)Cl)=O)Cl